2-(((1-(L-lysyl)piperidin-4-yl)thio)methyl)-8-methylquinazolin-4(3H)-one N[C@@H](CCCCN)C(=O)N1CCC(CC1)SCC1=NC2=C(C=CC=C2C(N1)=O)C